1,1-dichloro-methyl-N,N-diethylamine ClC(Cl)N(CC)CC